(5-(3-(N-((5-(2-methoxypyridin-4-yl)-2,3-dihydro-1H-inden-4-yl)carbamoyl)sulfamoyl)-1H-pyrazol-1-yl)cyclohex-1-en-1-yl)boronic acid COC1=NC=CC(=C1)C=1C(=C2CCCC2=CC1)NC(=O)NS(=O)(=O)C1=NN(C=C1)C1CCC=C(C1)B(O)O